(2s,4r,6r)-tert-butyl 4-hydroxy-2,6-dimethylpiperidine-1-carboxylate OC1C[C@@H](N([C@@H](C1)C)C(=O)OC(C)(C)C)C